4-amino-3-(fluoromethyl)-1,3-dihydrofuro[3,4-c]quinoline-8-carboxylic acid hydrochloride Cl.NC1=NC=2C=CC(=CC2C2=C1C(OC2)CF)C(=O)O